CC1(CC2(CN(CCO2)C(=O)OCC2=CC=CC=C2)CCN1)C benzyl 8,8-dimethyl-1-oxa-4,9-diazaspiro[5.5]undecane-4-carboxylate